CC1=CC=C(C=N1)CC1=CC=C(C=C1)NC(OCC1=CN=CS1)=O thiazol-5-ylmethyl (4-((6-methylpyridin-3-yl)methyl)phenyl)carbamate